BrC1=CC(=C(C=C1)C=1NC=CC1C(=O)OC)[N+](=O)[O-] methyl 2-(4-bromo-2-nitrophenyl)-1H-pyrrole-3-carboxylate